5-(2-fluoro-6-hydroxy-4-(((6-phenylpyridin-3-yl)amino)methyl)phenyl)-1,2,5-thiadiazolidin-3-one 1,1-dioxide FC1=C(C(=CC(=C1)CNC=1C=NC(=CC1)C1=CC=CC=C1)O)N1CC(NS1(=O)=O)=O